3-(6-Ethyl-4-hydroxy-2,3-dihydrobenzofuran-5-yl)-6-[[(3R)-1-ethyl-3-piperidyl]amino]-4-methyl-1,2,4-triazin-5-one C(C)C1=CC2=C(CCO2)C(=C1C1=NN=C(C(N1C)=O)N[C@H]1CN(CCC1)CC)O